C(C)(C)(C)OC(=O)N1CC=2N=C(N=C(C2CC1)Cl)C=1C=NC=C(C1)F 4-chloro-2-(5-fluoropyridin-3-yl)-5H,6H,7H,8H-pyrido[3,4-d]pyrimidine-7-carboxylic acid tert-butyl ester